O=C1NNC2=CC=CC=C12 3-oxo-2,3-dihydro-1H-indazol